C1(CC1)OC1=CC=2N(C=C1C(=O)NC=1C(N(C=CC1)C1C(C1)F)=O)C=C(N2)C21COC(C2)(C1)C 7-cyclopropoxy-N-(1-(2-fluorocyclopropyl)-2-oxo-1,2-dihydropyridin-3-yl)-2-(1-methyl-2-oxabicyclo[2.1.1]hex-4-yl)imidazo[1,2-a]pyridine-6-carboxamide